[Na-2].C=1(C(=CC=CC1)CCCCCCCC\C=C/CCCCCCCC(=O)[O-])CCCCCCCC\C=C/CCCCCCCC(=O)[O-] 2-benzenedioleate sodium (2-)